The molecule is a scalarane sesterterpenoid that is 12-epi-deoxoscalarin with an additional acetoxy group at position 23. It has been isolated from the sponge, Hyattella species. It has a role as an animal metabolite. It is an acetate ester, an organic heteropentacyclic compound and a scalarane sesterterpenoid. It derives from a 12-epi-deoxoscalarin. CC(=O)OC[C@]12CCCC([C@@H]1CC[C@@]3([C@@H]2C[C@H]([C@]4([C@H]3CC=C5[C@@H]4[C@@H](OC5)O)C)OC(=O)C)C)(C)C